BrC=1C=C2CCN(C2=CC1)C 5-bromo-1-methylindoline